C(C(C)C)C1=CC=C(OC2=NC=C(C(=N2)C)C(=O)O)C=C1 2-(4-isobutylphenoxy)-4-methylpyrimidine-5-carboxylic acid